CC1=NC(=CC=C1CN1N=C2C3=C(CCC2=C1)OC(=C3C)C(=O)NC[C@H]3OCCC3)C 2-[(2,6-Dimethylpyridin-3-yl)methyl]-8-methyl-N-[(2S)-tetrahydrofuran-2-ylmethyl]-4,5-dihydro-2H-furo[2,3-g]indazol-7-carboxamid